NC1=CC(=C(N=N1)C(=O)N)NC1=NC=CC(=C1OC)C1=NN(C(=C1)P(=O)(C1CC1)C1CC1)C 6-amino-4-((4-(5-(dicyclopropylphosphoryl)-1-methyl-1H-pyrazol-3-yl)-3-methoxypyridin-2-yl)amino)pyridazine-3-carboxamide